C1(CCCC1)NC=1SC(=C(N1)C)C1=NC(=NC=C1F)NC1=CC=C(C=N1)N1CCN(CC1)CCO 2-(4-(6-((4-(2-(cyclopentylamino)4-methylthiazol-5-yl)-5-fluoropyrimidin-2-yl)amino)pyridin-3-yl)piperazin-1-yl)ethan-1-ol